5-Bromo-1,3-dimethyl-7-(tetrahydro-2H-pyran-4-yl)quinolin-2(1H)-one BrC1=C2C=C(C(N(C2=CC(=C1)C1CCOCC1)C)=O)C